CC1=NOC(=C1COC=1C=C(C(=O)N(N)C(=O)C2=NC3=CC=CC=C3C=C2)C=CC1)C1=CC=CC=C1 N-(3-((3-methyl-5-phenylisoxazol-4-yl)methoxy)benzoyl)quinoline-2-carbohydrazide